3,5-dioxancarboxylic acid C1(COCOC1)C(=O)O